4',5-Dihydroxyflavone OC1=CC=C(C=2OC3=CC=CC(=C3C(C2)=O)O)C=C1